C(C)(C)(C)OC(=O)N1C2CN(CC1CC2)C2=NC=C(C=C2)C=2C=1N(C=C(C2)C=2C=NN(C2)C)N=CC1C#N 3-(5-(3-cyano-6-(1-methyl-1H-pyrazol-4-yl)pyrazolo[1,5-a]pyridin-4-yl)pyridin-2-yl)-3,8-diazabicyclo[3.2.1]octane-8-carboxylic acid tert-butyl ester